CC(C=O)(COC(C)=O)C 2,2-dimethyl-3-acetoxypropionaldehyde